L-TRYPTOPHANAMIDE N[C@@H](CC1=CNC2=CC=CC=C12)C(=O)N